[Na].OC1=CC=C(C=C1)\C(=C(\CC)/C1=CC=CC=C1)\C1=CC=C(C=C1)N1CCN(CC1)C(=O)N1CCN(CC1)C=1C=C2CN(C(C2=CC1)=O)C1C(NC(CC1)=O)=O (Z)-3-(5-(4-(4-(4-(1-(4-hydroxyphenyl)-2-phenylbut-1-en-1-yl)phenyl)piperazine-1-carbonyl)piperazin-1-yl)-1-oxoisoindolin-2-yl)piperidine-2,6-dione sodium